[C@@H]1([C@H](O)[C@H](O)[C@@H](CO)O1)N1N=CC=2C(=O)NC(N)=NC12 7-deaza-8-azaguanosine